2-chloro-3,5-dimethylpyrazine ClC1=NC=C(N=C1C)C